C(#N)[C@H]1N(CCC1)C(CN1C[C@H](CC1)NC(=O)C=1C=CC2=C(C=CO2)C1)=O N-((S)-1-(2-((S)-2-cyanopyrrolidin-1-yl)-2-oxoethyl)pyrrolidin-3-yl)benzofuran-5-carboxamide